4-[4-(6-Aminopyridin-3-yl)-2-oxo-2,3-dihydro-1H-1,3-benzodiazol-1-yl]-N-(3,4-dichlorophenyl)piperidine-1-carboxamide NC1=CC=C(C=N1)C1=CC=CC=2N(C(NC21)=O)C2CCN(CC2)C(=O)NC2=CC(=C(C=C2)Cl)Cl